3-{4-amino-3-[(3-chloro-4-fluorophenyl)methoxy]phenyl}-5-[(pyrazin-2-yl)amino]-1-{[2-(trimethylsilyl)ethoxy]methyl}-1H-pyrazole-4-carboxamide NC1=C(C=C(C=C1)C1=NN(C(=C1C(=O)N)NC1=NC=CN=C1)COCC[Si](C)(C)C)OCC1=CC(=C(C=C1)F)Cl